C(CCC)[Li].BrC1=CC=CC=2SC3=CC=CC=C3NC12 bromophenothiazine compound with n-butyllithium